methoxy-N-(2-(propylsulfonyl)benzo[d]thiazol-6-yl)benzenesulfonamide COC1=C(C=CC=C1)S(=O)(=O)NC1=CC2=C(N=C(S2)S(=O)(=O)CCC)C=C1